3,5-diethyl-2-propyl-tetrahydropyran C(C)C1C(OCC(C1)CC)CCC